N-(1-benzylpiperidin-4-yl)-N-cyclopropyl-4-(thiophen-2-yl)benzamide C(C1=CC=CC=C1)N1CCC(CC1)N(C(C1=CC=C(C=C1)C=1SC=CC1)=O)C1CC1